dodecan-3-ol CCC(CCCCCCCCC)O